tert-Butyl ((1s,4r)-4-(3-amino-3-methylbutyl)cyclohexyl)carbamate NC(CCC1CCC(CC1)NC(OC(C)(C)C)=O)(C)C